[Cu].[Mn].[Cu] copper-manganese copper